(R)-6-chloro-3-((1-(6-fluoro-3-methyl-2-(2-methyl-2H-indazol-5-yl)-4-oxo-3,4-dihydroquinazolin-8-yl)ethyl)amino)-N-(methylsulfonyl)picolinamide ClC1=CC=C(C(=N1)C(=O)NS(=O)(=O)C)N[C@H](C)C=1C=C(C=C2C(N(C(=NC12)C1=CC2=CN(N=C2C=C1)C)C)=O)F